diacetylaminosulfuric acid C(C)(=O)N(C(C)=O)OS(O)(=O)=O